Tert-butyl 4-(6-chloro-2-((5-chloro-1-cyclopropyl-1H-pyrazol-4-yl)amino)quinazolin-7-yl)piperazine-1-carboxylate ClC=1C=C2C=NC(=NC2=CC1N1CCN(CC1)C(=O)OC(C)(C)C)NC=1C=NN(C1Cl)C1CC1